C1(=CC=CC=C1)NC=1C=C(C(NC1)=O)C1=CC=C(C=C1)C 5-(phenylamino)-3-(p-tolyl)pyridin-2(1H)-one